O=C1NC(CCC1NC=1C=C(C=CC1)C1CCN(CC1)CC1CCN(CC1)C1=CC=C(C=C1)NC1=NC=CC(=N1)C1=CC(=C(CNC(=O)N2CC(C2)OC(C)C)C=C1)C)=O N-(4-(2-((4-(4-((4-(3-((2,6-dioxopiperidin-3-yl)amino)phenyl)piperidin-1-yl)methyl)piperidin-1-yl)phenyl)amino)pyrimidin-4-yl)-2-methylbenzyl)-3-isopropoxyazetidine-1-carboxamide